N-((4R,5S)-4-(3-(aminomethyl)phenyl)-7-ethyl-6-oxo-1-phenyl-4,5,6,7-tetrahydro-1H-pyrazolo[3,4-b]pyridin-5-yl)-4-(trifluoromethyl)pyrimidine-2-carboxamide NCC=1C=C(C=CC1)[C@@H]1C2=C(N(C([C@H]1NC(=O)C1=NC=CC(=N1)C(F)(F)F)=O)CC)N(N=C2)C2=CC=CC=C2